ClC1=CC(=C(C(=O)N(C)OC)C=C1)OC 4-chloro-N,2-dimethoxy-N-methyl-benzamide